COC=1C=C(C=CC1OCCCCCCCCCCCCCC)C=CC(C=CC1=CC(=C(C=C1)OCCCCCCCCCCCCCC)OC)=O 1,5-bis(3-methoxy-4-tetradecoxyphenyl)penta-1,4-dien-3-one